O=C1NC(CCC1N1C(C2=CC=C(C=C2C1=O)OCCOCCN(C(OC(C)(C)C)=O)C1=NC(=C(C=C1)C1=CC=C(C=C1)C=1N=C2N(C=C(C=C2)OC)C1)F)=O)=O tert-butyl N-[2-[2-[2-[2,6-bis(oxo)piperidin-3-yl]-1,3-bis(oxo)isoindol-5-yl]oxy-ethoxy]ethyl]-N-[6-fluoro-5-[4-(6-methoxyimidazo[1,2-a]pyridin-2-yl)phenyl]pyridin-2-yl]-carbamate